CN1N=CC(=C1)C#N 1-methyl-1H-pyrazole-4-carbonitril